4-(3-(4-(((tert-butoxycarbonyl)(2-(1-isopropyl-1H-pyrazol-4-yl)cyclopropyl)amino)methyl)piperidin-1-yl)propyl)benzoic Acid C(C)(C)(C)OC(=O)N(C1C(C1)C=1C=NN(C1)C(C)C)CC1CCN(CC1)CCCC1=CC=C(C(=O)O)C=C1